C(CCCCCC)N heptanylamine